NC(C(=O)OCCCCCC(C)C)=C isooctyl aminoacrylate